C(C)N1N=C2C=C(C=CC2=C1N1CCN(CC1)C(C=C)=O)C1=CC(=CC=C1)F 1-(4-(2-ethyl-6-(3-fluorophenyl)-2H-indazol-3-yl)piperazin-1-yl)prop-2-en-1-one